CC1CCCC=2N=C(SC21)C(=O)OCC ethyl 7-methyl-4,5,6,7-tetrahydro-1,3-benzothiazole-2-carboxylate